1-(5-tertiary butyl-1,2-oxazol-3-yl)-3-(4-{7-[2-(morpholin-4-yl)ethoxy]imidazo[2,1-b][1,3]benzothiazol-2-yl}phenyl)urea C(C)(C)(C)C1=CC(=NO1)NC(=O)NC1=CC=C(C=C1)C=1N=C2SC3=C(N2C1)C=CC(=C3)OCCN3CCOCC3